2'-ethyl-4-(1-(5-fluoropicolinoyl)pyrrolidin-3-yl)biphenyl-3-carboxylic acid C(C)C1=C(C=CC=C1)C1=CC(=C(C=C1)C1CN(CC1)C(C1=NC=C(C=C1)F)=O)C(=O)O